6-chloro-N-(4,4-difluorocyclohexyl)-1-(oxetan-3-yl)-1H-imidazo[4,5-c]pyridin-4-amine ClC1=CC2=C(C(=N1)NC1CCC(CC1)(F)F)N=CN2C2COC2